[Cr](=O)([O-])[O-].[Cu+].[Cu+] Cuprous chromite